C(C)OC=1C=C(C=C(C1OC)OCC)CCN 2-(3,5-diethoxy-4-methoxyphenyl)ethylamine